OC=1C=C2C=CC=C(C2=CC1)C1(C2=CC=CC=C2C=2C=CC=CC12)C1=CC=CC2=CC(=CC=C12)O 9,9-bis(6-hydroxy-1-naphthyl)fluorene